BrC=1C(=NC=C(C1)F)C1=NN(C=C1CC=1C(=NN(C1)CC)Cl)C 3-bromo-2-(4-((3-chloro-1-ethyl-1H-pyrazol-4-yl)methyl)-1-methyl-1H-pyrazol-3-yl)-5-fluoropyridine